CYCLOBUTANEDIOL C1CC(C1)(O)O